(2R,3R,4S,5R)-2-(2,4-Dioxo-3,4-dihydropyrimidin-1(2H)-yl)-3,4-dihydroxy-5-(hydroxymethyl)tetrahydrofuran-2-carbonitrile O=C1N(C=CC(N1)=O)[C@@]1(O[C@@H]([C@H]([C@H]1O)O)CO)C#N